S1C2=C(C(=C1)C=1C(N(C(C1)=O)CC1CCOCC1)=O)C=CC=C2 3-(benzo[b]thiophen-3-yl)-1-((tetrahydro-2H-pyran-4-yl)methyl)-1H-pyrrole-2,5-dione